N-(1-((1s,4s)-4-ethoxycyclohexyl)-3-(3-fluoropyridin-2-yl)-1H-pyrazol-4-yl)-2-(1H-pyrazol-4-yl)thiazole-4-carboxamide C(C)OC1CCC(CC1)N1N=C(C(=C1)NC(=O)C=1N=C(SC1)C=1C=NNC1)C1=NC=CC=C1F